(2-chloro-6-fluorophenyl)-2-((trimethylsilyl)oxy)acetonitrile ClC1=C(C(=CC=C1)F)C(C#N)O[Si](C)(C)C